C(C1=CC=CC=C1)(=O)NC(=O)C1(CC1)NC(=O)C1=CC(=NN1C1=NC=CC=C1Cl)Br N-(1-(benzoylcarbamoyl)cyclopropyl)-3-bromo-1-(3-chloropyridin-2-yl)-1H-pyrazole-5-carboxamide